ClC=1C=2C=CC(=NC2C(CC1)=O)CC(=O)O 5-chloro-8-oxoquinolineacetic acid